NC1=CC=C(OCCOCCOCCOC2CCN(CC2)C(=O)OC(C)(C)C)C=C1 tert-butyl 4-[2-[2-[2-(4-aminophenoxy)ethoxy]ethoxy]ethoxy]piperidine-1-carboxylate